NC=1C(=NON1)NC=1NC=2N(C(C1C1=CC=C(C=C1)OC)=O)N=C(C2C2=CC=CC=C2)C2=CC=CC=C2 5-((4-amino-1,2,5-oxadiazol-3-yl)amino)-6-(4-methoxyphenyl)-2,3-diphenylpyrazolo[1,5-a]pyrimidin-7(4H)-one